1,3-dimethoxy-2-methylpropane COCC(COC)C